ClCC(=O)NCCN(CCNC(CCl)=O)C(CCl)=O N,N',N''-tri(chloroacetyl)-diethylenetriamine